1-cyclopentyl-4-((3-(2-fluorophenyl)isoxazol-5-yl)methyl)-1,4-dihydropyrazine-2,3-dione C1(CCCC1)N1C(C(N(C=C1)CC1=CC(=NO1)C1=C(C=CC=C1)F)=O)=O